4-((5-(aminomethyl)thiophen-2-yl)methyl)piperazine-1-carboxylate NCC1=CC=C(S1)CN1CCN(CC1)C(=O)[O-]